(S)-2-((4-((6-(4-chloro-2-fluorobenzyl)pyridin-2-yl)oxy)piperidin-1-yl)methyl)-1-(oxetan-2-ylmethyl)-1H-benzo[d]imidazol-6-amine TFA Salt OC(=O)C(F)(F)F.ClC1=CC(=C(CC2=CC=CC(=N2)OC2CCN(CC2)CC2=NC3=C(N2C[C@H]2OCC2)C=C(C=C3)N)C=C1)F